2-chloro-5-nitroisonicotinamide ClC=1C=C(C(=O)N)C(=CN1)[N+](=O)[O-]